C1[C@H]2C(=O)N[C@@H](C3=CC(=CC(=C3)OC4=C(C=CC(=C4)[C@H](C(=O)N2)N)O)O)C(=O)N[C@@H]5C6=CC(=C(C(=C6)OC7=C(C=C(C=C7)[C@H]([C@H]8C(=O)N[C@H](C9=C(C(=CC(=C9)O)O)C2=C(C(=CC(=C2)[C@H](C(=O)N8)NC5=O)Cl)O)C(=O)O)O)Cl)O)OC2=C(C=C1C=C2)Cl The molecule is a cyclic peptide antibiotic that is A47934 lacking the O-sulfo group; it is produced by a strain of Streptomyces toyocaensis. It has a role as a fungal metabolite. It is a cyclic ether, a heterodetic cyclic peptide, an organochlorine compound, a peptide antibiotic and a polyphenol. It is a conjugate acid of an A41030A(1-).